2-(3-(((tert-Butyldimethylsilyl)oxy)methyl)-2-fluorophenyl)propan-2-ol [Si](C)(C)(C(C)(C)C)OCC=1C(=C(C=CC1)C(C)(C)O)F